1-(4-((4-((3R,4R)-4-(3,4-dihydroisoquinolin-2(1H)-yl)-3-hydroxypiperidine-1-carbonyl)-3-fluoropyridin-2-yl)amino)piperidin-1-yl)ethan-1-one C1N(CCC2=CC=CC=C12)[C@H]1[C@@H](CN(CC1)C(=O)C1=C(C(=NC=C1)NC1CCN(CC1)C(C)=O)F)O